CN1N=NNC1=O 4-methyl-1,4-dihydro-5H-tetrazol-5-one